C(C)NC(CCCC)=O N-ethylpentanamide